C(C=C)(=O)OCC(CO)(COCC(CO)(CO)CO)CO dipentaerythritol acrylate